2-azabicyclo[3.1.0]Hexane-3-carboxamide hydrochloride Cl.C12NC(CC2C1)C(=O)N